C(C)N(CC(=O)O)C(=O)C1=NN(C=C1)C1=NN=C2N1C=CC(=C2)C=2C(=C(C=CC2)C2=CC=CC=C2)C.OC2=C(C=C(C=C2)C(C)(C)CC(C)(C)C)N2N=CC=N2 2-(2'-hydroxy-5'-t-octylphenyl)triazole ethyl-(1-(7-(2-methyl-[1,1'-biphenyl]-3-yl)-[1,2,4]triazolo[4,3-a]pyridin-3-yl)-1H-pyrazole-3-carbonyl)glycinate